(S)-3-(2-bromo-5-carbamoylphenyl)-2-((R)-1-(tert-butoxycarbonyl)pyrrolidin-3-yl)propanoic acid BrC1=C(C=C(C=C1)C(N)=O)C[C@H](C(=O)O)[C@@H]1CN(CC1)C(=O)OC(C)(C)C